NC1=NC=CC=C1C1=NC=2C(=NC=C(C2)N2N=CC=C2)N1C=1C=C2CC[C@@H](C2=CC1)NC1CCN(CC1)C(C=C)=O 1-(4-{[(1S)-5-[2-(2-aminopyridin-3-yl)-6-(pyrazol-1-yl)imidazo[4,5-b]pyridin-3-yl]-2,3-dihydro-1H-inden-1-yl]amino}piperidin-1-yl)prop-2-en-1-one